N1CCOCC1 4-oxaazacyclohexane